5-(3,5-difluorophenyl)-3-(2'-(4-methylpiperazin-1-yl)-[2,4'-bipyridin]-6-yl)-1-((2-(trimethylsilyl)ethoxy)methyl)-1H-indazole FC=1C=C(C=C(C1)F)C=1C=C2C(=NN(C2=CC1)COCC[Si](C)(C)C)C1=CC=CC(=N1)C1=CC(=NC=C1)N1CCN(CC1)C